6,7-difluoro-4-(1-(isobutylamino)ethyl)phthalazin-1(2H)-one FC=1C=C2C(=NNC(C2=CC1F)=O)C(C)NCC(C)C